[Zr].CC=1C(=CSC1)C1=NN2C(=NC=3C=CC=CC3C2=N1)NC=1C(N=CC=CC1)=O (3S)-3-{[2-(4-Methylthiophen-3-yl)[1,2,4]triazolo[1,5-c]quinazolin-5-yl]amino}azepin-2-one Zirconium